(4-hydroxy-3-nitrophenyl)(1H-pyrrolo[2,3-b]pyridin-1-yl)methanone OC1=C(C=C(C=C1)C(=O)N1C=CC=2C1=NC=CC2)[N+](=O)[O-]